C(#N)C=1C(=NC(=NC1)NC(=O)C1=CC=C(C=C1)C1=C(C=C(C=C1)C1=NOC(=N1)C)F)OCCN(C)C N-(5-Cyano-4-(2-(dimethylamino)ethoxy)pyrimidin-2-yl)-2'-fluoro-4'-(5-methyl-1,2,4-oxadiazol-3-yl)-[1,1'-biphenyl]-4-carboxamid